3-(5-fluoro-2-methoxyphenyl)isonicotinic acid FC=1C=CC(=C(C1)C1=C(C(=O)O)C=CN=C1)OC